1-nitrobenzene-3-d [N+](=O)([O-])C1=CC(=CC=C1)[2H]